NCCCC[C@@H](C(=O)NC1=C(C=C(C=C1)C1=CC(=C(C=C1)N)C)C)NC(OC(C)(C)C)=O tert-butyl (S)-(6-amino-1-((4'-amino-3,3'-dimethyl-[1,1'-biphenyl]-4-yl) amino)-1-oxohexan-2-yl)carbamate